(S)-N-(3-fluorophenyl)-3-isopropyl-6-(piperidin-3-yloxy)imidazo[1,2-b]pyridazin-8-amine FC=1C=C(C=CC1)NC=1C=2N(N=C(C1)O[C@@H]1CNCCC1)C(=CN2)C(C)C